C1(=CC=CC=C1)OC(NC=1C=C2C=NN(C2=CC1)C1OCCCC1)=O (1-(tetrahydro-2H-pyran-2-yl)-1H-indazol-5-yl)carbamic acid phenyl ester